(2s,4s)-4-hydroxy-1-trityl-pyrrolidine-2-carboxylic acid methyl ester COC(=O)[C@H]1N(C[C@H](C1)O)C(C1=CC=CC=C1)(C1=CC=CC=C1)C1=CC=CC=C1